1,1,1,3,3,3-hexafluoropropan-2-yl (R)-1-((2-methylpyridin-3-yl)carbamoyl)-6-azaspiro[2.5]octane-6-carboxylate CC1=NC=CC=C1NC(=O)[C@@H]1CC12CCN(CC2)C(=O)OC(C(F)(F)F)C(F)(F)F